[1-(3-bromo-5-fluorophenyl)pyrazol-4-yl]methanol BrC=1C=C(C=C(C1)F)N1N=CC(=C1)CO